C(C)S(=O)(=O)C1=CC(=C(NCC#C)C=C1)OC 4-(ethylsulfonyl)-2-methoxy-N-(prop-2-yn-1-yl)aniline